N1(CCC1)CC=1C(=C(C(=CC1)F)N1N=C(C=2C1=CN=CC2)C=2C=NN(C2)C)C (3-(azetidin-1-ylmethyl)-6-fluoro-2-methylphenyl)-3-(1-methyl-1H-pyrazol-4-yl)-1H-pyrazolo[3,4-c]pyridine